5-[7-[(1R,2R)-2-hydroxycyclopentyl]pyrrolo[2,3-c]pyridazin-3-yl]-6-methyl-benzofuran O[C@H]1[C@@H](CCC1)N1C=CC2=C1N=NC(=C2)C=2C(=CC1=C(C=CO1)C2)C